OC1=C(C=CC=C1)C1=NN(C(=N1)C1=C(C=CC=C1)O)C1=CC=C(C(=O)O)C=C1 4-[3,5-Di(2-hydroxyphenyl)-1,2,4-triazol-1-yl]benzoic acid